tert-butyl-3'-vinylspiro[oxetane-3,7'-pyrrolo[3,4-b]pyridine] C(C)(C)(C)C1=C(C=C2C(=N1)C1(N=C2)COC1)C=C